ClC1=C2C(=NC(=C1)C)C(=CS2)C(=O)OC methyl 7-chloranyl-5-methyl-thieno[3,2-b]pyridine-3-carboxylate